3-(1-hydroxy-1-methyl-ethyl)cyclobutanecarboxylate OC(C)(C)C1CC(C1)C(=O)[O-]